C(C)N(CCCS(=O)(=O)N)CC 3-(diethylamino)propane-1-sulfonamide